(±)-Benzyl-((E)-3-((((S)-4-methyl-5-oxo-2,5-dihydrofuran-2-yl)oxy)methylene)-2-oxo-3,3a,4,8b-tetrahydro-2H-indeno[1,2-b]furan-7-yl)carbamate C(C1=CC=CC=C1)OC(NC1=CC=C2CC\3C(OC(/C3=C/O[C@H]3OC(C(=C3)C)=O)=O)C2=C1)=O